zinc-cerium oxide [O-2].[Ce+3].[Zn+2]